tert-butyl (6-amino-9H-purin-8-yl)methylcarbamate NC1=C2N=C(NC2=NC=N1)CNC(OC(C)(C)C)=O